2,2'-[1,2-naphthalenediyldi(4,1-phenylene)]bis(4,6-diphenyl-1,3,5-triazine) C1(=C(C=CC2=CC=CC=C12)C1=CC=C(C=C1)C1=NC(=NC(=N1)C1=CC=CC=C1)C1=CC=CC=C1)C1=CC=C(C=C1)C1=NC(=NC(=N1)C1=CC=CC=C1)C1=CC=CC=C1